ClC1=C(C=CC=C1)N1C(N=C(C2=C1N=C(C=C2)C(F)(F)F)N[C@@H]2[C@@H](C2)F)=O 1-(2-chlorophenyl)-4-(((1S,2R)-2-fluorocyclopropyl)amino)-7-(trifluoromethyl)pyrido[2,3-d]pyrimidin-2(1H)-one